1,6-dioxaspiro[4.5]decan-10-yl 3,5-difluorobenzoate FC=1C=C(C(=O)OC2CCCOC23CCCO3)C=C(C1)F